ClC1=C(C=CC(=C1)C)CC=1C=C(C(=O)N2CCN(CC2)CC2=NC3=C(N2C[C@H]2OCC2)C=C(C=C3)C(=O)O)C=CC1 2-[(4-{3-[(2-chloro-4-methylphenyl)methyl]benzoyl}piperazin-1-yl)methyl]-1-{[(2S)-oxetan-2-yl]methyl}-1H-1,3-benzodiazole-6-carboxylic acid